2,2'-(pyridine-2,6-diylbis(1H-1,2,3-triazol-4,1-diyl))bis(ethane-1-ol) N1=C(C=CC=C1C=1N=NN(C1)CCO)C=1N=NN(C1)CCO